1-(4-fluoro-1-bicyclo[2.2.2]octyl)-3-[(2-methoxypyridin-4-yl)methyl]urea FC12CCC(CC1)(CC2)NC(=O)NCC2=CC(=NC=C2)OC